(±)-(cis)-3-(1-(3,4-dichlorobenzyl)-3,7-dimethyl-2,6-dioxo-2,3,6,7-tetrahydro-1H-purin-8-ylamino)cyclobutanecarboxylic acid ClC=1C=C(CN2C(N(C=3N=C(N(C3C2=O)C)N[C@H]2C[C@H](C2)C(=O)O)C)=O)C=CC1Cl |r|